ClC=1C=C(C(=O)NC2=C(C=C(C(=C2)C=2C=NC(=NC2)N2CCOCC2)F)N2C[C@H](N([C@H](C2)C)C)C)C=C(C1)F |r| 3-chloro-5-fluoro-N-[4-fluoro-5-(2-morpholin-4-ylpyrimidin-5-yl)-2-[rac-(3R,5S)-3,4,5-trimethylpiperazin-1-yl]phenyl]benzamide